n-hexadecylammonium iodide [I-].C(CCCCCCCCCCCCCCC)[NH3+]